P(OC1=C(C=CC=C1)CCCC)([O-])(=S)[S-].[Mo+4].C(CCC)C1=C(C=CC=C1)OP([O-])(=S)[S-] molybdenum (butylphenyl) phosphorodithioate